tris-(2-hydroxyethyl)ammonium tert-butyl-(1-(4-(2-((2-(2,6-dioxopiperidin-3-yl)-1,3-dioxoisoindolin-5-yl)oxy)acetamido)butyl)piperidin-4-yl)carbamate C(C)(C)(C)N(C([O-])=O)C1CCN(CC1)CCCCNC(COC=1C=C2C(N(C(C2=CC1)=O)C1C(NC(CC1)=O)=O)=O)=O.OCC[NH+](CCO)CCO